CC=1C=CC=C(C1)C(C=O)CC 5-methyl-2-phenylbutanal